(R or S)-4-(5,6-Dimethoxythieno[3,2-b]pyridin-2-yl)-2-ethyl-4-oxobutanoic Acid COC1=C(C=C2C(=N1)C=C(S2)C(C[C@H](C(=O)O)CC)=O)OC |o1:13|